The molecule is a member of the class of thromboxanes that is thromboxane A2 in which the bridging oxygen has been replaced by a methylene group. It has a role as a vasoconstrictor agent and a thromboxane A2 agonist. It is a thromboxane, a hydroxy monocarboxylic acid, a bridged compound, a cyclic ether and a secondary allylic alcohol. It derives from a thromboxane A2. It is a conjugate acid of a carbocyclic thromboxane A2(1-). CCCCC[C@@H](/C=C/[C@@H]1[C@H](C2CC(C2)O1)C/C=C\\CCCC(=O)O)O